C1(=CC=CC2=CC=CC=C12)N1C(=NN=C1C1=CC=CC=C1)C1=CC=CC=C1 (naphthalen-1-yl)-3,5-diphenyl-4H-1,2,4-triazole